N,N-di-n-butyl-ethylenediamine C(CCC)N(CCN)CCCC